N1=C(C=CC=C1)C1CCOC2(CCCC2)C1 9-(pyridin-2-yl)-6-oxaspiro[4.5]decane